N1=C(C=CC=C1)C=CC1=NC=CC=C1 1,2-bis-(2-pyridyl)ethylene